3,6-dichloro-4-((1R,2R)-2-((Trifluoromethoxy)methyl)cyclopropyl)pyridazine ClC=1N=NC(=CC1[C@H]1[C@@H](C1)COC(F)(F)F)Cl